((((3-((4-methoxybenzyl)amino)-propyl)amino)methyl)phenoxy)butanamide COC1=CC=C(CNCCCNCC2=C(OC(C(=O)N)CC)C=CC=C2)C=C1